(2-amino-4,4-dimethyl-1-((1-methyl-1H-pyrazol-4-yl)methyl)-1H-pyrrol-3-yl)(4-chlorophenyl)methanone NC=1N(CC(C1C(=O)C1=CC=C(C=C1)Cl)(C)C)CC=1C=NN(C1)C